4-(4-Trifluoromethoxy-phenylamino)-quinazoline-7-carboxylic acid (3-trifluoromethyl-phenyl)-amide FC(C=1C=C(C=CC1)NC(=O)C1=CC=C2C(=NC=NC2=C1)NC1=CC=C(C=C1)OC(F)(F)F)(F)F